N-{2-Amino-4-[(5-chloro-thiophen-2-ylmethyl)amino]phenyl}-3,3-dimethyl-butyramide NC1=C(C=CC(=C1)NCC=1SC(=CC1)Cl)NC(CC(C)(C)C)=O